S1C(=C(C=C1)C1=C(SC=C1)C=O)C=O (3,3'-bithiophene)-2,2'-dicarboxaldehyde